2-((8-amino-7-fluoro-6-((2-oxopyridin-1(2H)-yl)methyl)isoquinolin-3-yl)amino)-6-isopropyl-5,6-dihydro-4H-pyrazolo[1,5-d][1,4]diazepin-7(8H)-one NC=1C(=C(C=C2C=C(N=CC12)NC1=NN2CC(N(CCC2=C1)C(C)C)=O)CN1C(C=CC=C1)=O)F